(Ethyl-(tetrahydro-2H-pyran-4-yl)amino)-N-((4-methoxy-6-methyl-2-oxo-1,2-dihydropyridin-3-yl)methyl)-2-methyl-5-(1-morpholino-2,3-dihydro-1H-inden-5-yl)benzamide C(C)N(C1CCOCC1)C=1C(=C(C(=O)NCC=2C(NC(=CC2OC)C)=O)C=C(C1)C=1C=C2CCC(C2=CC1)N1CCOCC1)C